C(CCC)OC(C)COC(C)CO Dipropylene glycol monobutyl ether